Tert-butyl (3S)-3-(6-cyanopyridazin-4-yl)-5-hydroxy-isoxazolidine-2-carboxylate C(#N)C1=CC(=CN=N1)[C@H]1N(OC(C1)O)C(=O)OC(C)(C)C